CN(C(S)=S)C.[Na] sodium N,N-dimethyl-dithiocarbamic acid